FC1=C(OC2CN(C2)C(=O)N2N=CCC2C=2N=C(SC2)C)C=C(C(=C1)F)C1=CC=NN1C (3-(2,4-difluoro-5-(1-methyl-1H-pyrazol-5-yl)phenoxy)azetidin-1-yl)(5-(2-methylthiazol-4-yl)-4,5-dihydro-1H-pyrazol-1-yl)methanone